N-(cyclopropylmethyl)-3-(2,2,2-trifluoroethyl)aniline C1(CC1)CNC1=CC(=CC=C1)CC(F)(F)F